FC(COC(N[C@H](COC1=CC=2C=3C=C4C(=C(C3N(C2C=C1)C)C)C=CN=C4)C)=O)F (2,2-difluoroethyl)-N-[(1S)-2-(5,6-dimethylpyrido[4,3-b]carbazol-9-yl)oxy-1-methyl-ethyl]carbamate